N-(3-ethylphenyl)-3-methyl-5-oxo-1-phenyl-4,5-dihydro-1H-pyrazole-4-carboxamide C(C)C=1C=C(C=CC1)NC(=O)C1C(=NN(C1=O)C1=CC=CC=C1)C